(R)-2-((tert-butoxycarbonyl)(methyl)amino)-2-cyclohexylacetic acid C(C)(C)(C)OC(=O)N([C@@H](C(=O)O)C1CCCCC1)C